(R)-4-benzyl-3-(8-bromooctanoyl)oxazolidin-2-one C(C1=CC=CC=C1)[C@H]1N(C(OC1)=O)C(CCCCCCCBr)=O